N-(5-(4-(4-((2,6-dioxopiperidin-3-yl)amino)benzyl)piperazin-1-yl)-1-((1s,4s)-4-(hydroxymethyl)cyclohexyl)-1H-benzo[d]imidazol-2-yl)-3-(trifluoromethyl)benzamide O=C1NC(CCC1NC1=CC=C(CN2CCN(CC2)C2=CC3=C(N(C(=N3)NC(C3=CC(=CC=C3)C(F)(F)F)=O)C3CCC(CC3)CO)C=C2)C=C1)=O